C(C#C)OC(C(C)OC1=CC=C(C=C1)O)=O 2-(4-hydroxyphenoxy)propionic acid-2-propynyl ester